(S)-3-Cyano-N'-((3,3-dimethyl-1,2,3,5,6,7-hexahydrodicyclopenta[b,e]pyridin-8-yl)carbamoyl)-5-(2-hydroxypropan-2-yl)benzenesulfonimidamide C(#N)C=1C=C(C=C(C1)C(C)(C)O)[S@](=O)(N)=NC(NC1=C2C(=NC3=C1CCC3)C(CC2)(C)C)=O